tert-Butyl 2-(5-(benzyloxy)-2,3-dihydro-1H-inden-4-yl)acetate C(C1=CC=CC=C1)OC=1C(=C2CCCC2=CC1)CC(=O)OC(C)(C)C